[Na+].NC=1C=C(C(=CC1)C=CC=1C(=CC(=CC1)N)S(=O)(=O)[O-])S(=O)(=O)[O-].[Na+] 4,4'-diaminostilbene-2,2'-disulfonic acid sodium salt